C(CCCC)C(COC(CCCCCN(C(OCCN(CCOC(N(CCCCCC(=O)OCC(CCCCC)CCCCC)CCCCCC)=O)CCCN(CC)CC)=O)CCCCCC)=O)CCCCC Bis(2-pentylheptyl)12-(3-(diethylamino)propyl)-7,17-dihexyl-8,16-dioxo-9,15-dioxa-7,12,17-triazatricosanedioate